N[C@@H]1CN(CCC1)C1=CC(=NC=C1C=1C=NN(C1)CC(F)(F)F)NC1=CC=C2C(=N1)N(N=C2)CC2CC2 (S)-N-(4-(3-Aminopiperidin-1-yl)-5-(1-(2,2,2-trifluoroethyl)-1H-pyrazol-4-yl)pyridin-2-yl)-1-(cyclopropylmethyl)-1H-pyrazolo[3,4-b]pyridin-6-amine